OC(CCCC1=CCC(CC1)C=O)(C)C 4-(4-hydroxy-4-methylpentyl)-3-cyclohexene-carbaldehyde